6-[3-(2-methoxy-4-methylsulfonyl-anilino)prop-1-ynyl]-1-(2,2,2-trifluoroethyl)-N-[(3R,4S)-3-(trifluoromethyl)-4-piperidyl]benzimidazole-4-carboxamide COC1=C(NCC#CC=2C=C(C3=C(N(C=N3)CC(F)(F)F)C2)C(=O)N[C@@H]2[C@@H](CNCC2)C(F)(F)F)C=CC(=C1)S(=O)(=O)C